CC1(OC(CN(C1)C1=NC2=CC=C(C=C2C=C1)C1(CC2(C1)CC(C2)N)N)(C)C)C 2-(2-(2,2,6,6-tetramethylmorpholino)quinolin-6-yl)spiro[3.3]heptane-2,6-diamine